(3-methyl-3H-imidazo[4,5-b]pyridin-5-yl)methanol CN1C=NC=2C1=NC(=CC2)CO